iodine (i) N-(4-methoxyphenyl)-5-pentylpicolinamide hydrogen chloride Cl.COC1=CC=C(C=C1)NC(C1=NC=C(C=C1)CCCCC)=O.[I+]